t-butyl 2-(4-nitrophenyl)pyrrolidine-1-carboxylate [N+](=O)([O-])C1=CC=C(C=C1)C1N(CCC1)C(=O)OC(C)(C)C